didecyl phthalate (Dii-pentyl phthalate) C(CC(C)C)C=1C(=C(C(C(=O)O)=CC1)C(=O)O)CCC(C)C.C(C=1C(C(=O)OCCCCCCCCCC)=CC=CC1)(=O)OCCCCCCCCCC